C(#N)C(C(=O)OCC1=CC=CC=C1)C1=NC2=CC=CC=C2N=C1N1CCN(CC1)C benzyl 2-cyano-2-(3-(4-methylpiperazin-1-yl) quinoxalin-2-yl)acetate